FC1=CC=C2C(=CNC2=C1)C=1C=C(SC1)C(C(=O)O)CCC=O (4-(6-fluoro-1H-indol-3-yl)thiophen-2-yl)-5-oxopentanoic acid